CC1(CC=C(C=C1)NC1=NC(=NC(=C1)C1=CC=CC=C1)C1CNCCC1)NC 1,N1-dimethyl-N4-[6-phenyl-2-(3-piperidinyl)pyrimidin-4-yl]benzene-1,4-diamine